BrC1=CC(=C2C(=N1)N(C=C2)S(=O)(=O)C2=CC=C(C)C=C2)Cl 6-bromo-4-chloro-1-tosyl-1H-pyrrolo[2,3-b]pyridine